ClC1=CC(=NC=N1)NC(CCN1CCN(CC1)C)=O N-(6-chloropyrimidin-4-yl)-3-(4-methylpiperazin-1-yl)propanamide